NCCC=1C=NC(=NC1)C1=C(C=C(C#N)C=C1)OC=1SC(=NN1)C1=NC=CC=C1 4-[5-(2-aminoethyl)pyrimidin-2-yl]-3-[(5-pyridin-2-yl-1,3,4-thiadiazol-2-yl)oxy]benzonitrile